C(C)(C)(C)OC(=O)N1[C@@H](C(O[C@H]([C@H]1C1=CC=CC=C1)C1=CC=CC=C1)=O)CCCCC (3R,5R,6S)-2-oxo-3-pentyl-5,6-diphenylmorpholine-4-carboxylic acid tert-butyl ester